1-(difluoromethyl)cyclopropyl-2-chloro-N-ethyl-3,4-difluorobenzamide FC(C1(CC1)C=1C(=C(C(=C(C(=O)NCC)C1)Cl)F)F)F